2-hydroxy-N-(isoquinolin-6-yl)-2-methylpropionamide OC(C(=O)NC=1C=C2C=CN=CC2=CC1)(C)C